tri(2,4-dimethylphenyl) borate B(OC1=C(C=C(C=C1)C)C)(OC1=C(C=C(C=C1)C)C)OC1=C(C=C(C=C1)C)C